2-(2,2-Difluoroethoxy)-6-((ethoxycarbonyl)amino)-3-methylbenzoic acid FC(COC1=C(C(=O)O)C(=CC=C1C)NC(=O)OCC)F